N-{(1S)-1-[1-(5-cyanopyridin-2-yl)-3-methyl-1H-1,2,4-triazol-5-yl]ethyl}-3-hydroxy-5-(trifluoromethyl)benzamide C(#N)C=1C=CC(=NC1)N1N=C(N=C1[C@H](C)NC(C1=CC(=CC(=C1)C(F)(F)F)O)=O)C